N-[2-(benzylamino)-2-oxo-1-phenylethyl]-N-(5-chloropyridin-3-yl)but-2-ynamide C(C1=CC=CC=C1)NC(C(C1=CC=CC=C1)N(C(C#CC)=O)C=1C=NC=C(C1)Cl)=O